ClC1=CC(=C2C(=N1)N=C(O2)S)OC 5-Chloro-7-methoxyoxazolo[4,5-b]pyridine-2-thiol